FC1=C(C=C(CNCCC2=CC=C(C=C2)O)C=C1)C1=CNC2=NC=C(C=C21)C2=CC(=CC=C2)CN2CCN(CC2)C 4-[2-(4-Fluoro-3-{5-[3-(4-methyl-piperazin-1-ylmethyl)-phenyl]-1H-pyrrolo[2,3-b]pyridin-3-yl}-benzylamino)-ethyl]-phenol